styrenol C(=CC1=CC=CC=C1)O